5-(6-chloro-5-(3-methylenecyclobutyl)pyridazin-3-yl)pyrimidine-2,4(1H,3H)-dione ClC1=C(C=C(N=N1)C=1C(NC(NC1)=O)=O)C1CC(C1)=C